1-(4-propoxyphenyl)methylamine C(CC)OC1=CC=C(C=C1)CN